methyl-propanesultone CC1CCOS1(=O)=O